[5-(2,4-difluorophenyl)-1,3,4-thiadiazol-2-yl]-[rac-(4R,7S)-7-methyl-4-(1-methylpyrazol-4-yl)-5,7-dihydro-4H-thieno[2,3-c]pyridin-6-yl]methanone FC1=C(C=CC(=C1)F)C1=NN=C(S1)C(=O)N1[C@H](C2=C([C@H](C1)C=1C=NN(C1)C)C=CS2)C |r|